NC1=C(C=C(C=C1)/C=C/C(=O)OCC)F (E)-ethyl 3-(4-amino-3-fluorophenyl)acrylate